C1(CC1)C1=NOC(=N1)N1CCC(CC1)=O 1-(3-cyclopropyl-1,2,4-oxadiazol-5-yl)piperidin-4-one